10'-(1-(azetidin-3-yl)piperidin-4-yl)-4'-chloro-5'H-spiro[cyclohexane-1,7'-indolo[1,2-a]quinazolin]-5'-one N1CC(C1)N1CCC(CC1)C1=CC=C2C3(C=4N(C=5C=CC=C(C5C(N4)=O)Cl)C2=C1)CCCCC3